C(CCC)N1C(N(C(C(C1=O)=C(N)N)=O)[C@@H]1CC[C@H](CC1)C(=O)OC)=O trans-methyl 4-(3-butyl-5-(diaminomethylene)-2,4,6-trioxotetrahydropyrimidin-1(2H)-yl)cyclohexanecarboxylate